FC1=C(C=CC(=C1O)F)C1=NN=C(S1)CN1C2(CC2)C(N(C1=O)C(C(F)(F)F)C1=C(C=C(C=C1)C1=CC=C(C=C1)F)F)=O 4-((5-(2,4-difluoro-3-hydroxyphenyl)-1,3,4-thiadiazol-2-yl)methyl)-6-(1-(3,4'-difluoro-[1,1'-biphenyl]-4-yl)-2,2,2-trifluoroethyl)-4,6-diazaspiro[2.4]heptane-5,7-dione